N-[(1S)-5-[2-(2-aminopyridin-3-yl)-5-(pyrazin-2-yl)imidazo[4,5-b]pyridin-3-yl]-2,3-dihydro-1H-inden-1-yl]-2,3-difluoro-5-formyl-4-hydroxybenzamide NC1=NC=CC=C1C1=NC=2C(=NC(=CC2)C2=NC=CN=C2)N1C=1C=C2CC[C@@H](C2=CC1)NC(C1=C(C(=C(C(=C1)C=O)O)F)F)=O